N[C@H](CC(CC(=O)[O-])=O)C (S)-5-amino-3-oxocaproate